ClC1=NC=C(C(=N1)N1C[C@@H]([C@H](C1)F)F)CC(F)F 2-chloro-5-(2,2-difluoroethyl)-4-[(3S,4S)-3,4-difluoropyrrolidin-1-yl]pyrimidine